CN1C(N(C2=C1C=C(C=C2)CCC2CCNCC2)C2C(NC(CC2)=O)=O)=O 3-[3-Methyl-2-oxo-5-[2-(4-piperidyl)ethyl]benzimidazol-1-yl]piperidine-2,6-dione